FC=1C=C(C=CC1)C#CC1=CC=C(C=N1)C1=NOC(=N1)C(CC)OC 3-(6-((3-fluorophenyl)ethynyl)pyridin-3-yl)-5-(1-methoxypropyl)-1,2,4-oxadiazole